BrC1=C(N=C(S1)C1=CC=CC=C1)C1=C(C=CC(=N1)/C(=N/OCC)/N)CS(NC)(=O)=O (Z)-6-(5-bromo-2-phenylthiazol-4-yl)-N'-ethoxy-5-(N-methylsulfamoyl)methylpyridineamidine